CN(C(C(=O)N1CCN(CC1)C1=CC=C(C=N1)C=1C=2N(C=C(N1)C=1C=NN(C1)C)N=CC2C#N)C2=C(C=CC=C2)F)C 4-(6-(4-(2-(dimethylamino)-2-(2-fluorophenyl)acetyl)piperazin-1-yl)pyridin-3-yl)-6-(1-methyl-1H-pyrazol-4-yl)pyrazolo[1,5-a]pyrazine-3-carbonitrile